(R)-2-cyclopropyl-2-((9-isopropyl-6-(((S)-1-(methylsulfonyl)-pyrrolidin-3-yl)amino)-9H-purin-2-yl)amino)ethanol C1(CC1)[C@H](CO)NC1=NC(=C2N=CN(C2=N1)C(C)C)N[C@@H]1CN(CC1)S(=O)(=O)C